Cl.NCCCCCCCCCCCCNC1=C2C(N(C(C2=CC=C1)=O)C1C(NC(CC1)=O)=O)=O 4-((12-Aminododecyl)amino)-2-(2,6-dioxopiperidin-3-yl)isoindoline-1,3-dione hydrochloride